BrC=1C=C(C(=NC1Cl)C(=O)OC)[N+](=O)[O-] methyl 5-bromo-6-chloro-3-nitro-pyridine-2-carboxylate